ClC=1C2=C(N=CN1)N(C(=C2)Cl)C2=CC=C(C=C2)[C@@H]2COC(CN2C(=O)OC(C)(C)C)(C)C tert-butyl (R)-5-(4-(4,6-dichloro-7H-pyrrolo[2,3-d]pyrimidin-7-yl)phenyl)-2,2-dimethylmorpholine-4-carboxylate